7-ethyl-5-ethynyl-7H-pyrrolo[2,3-d]Pyrimidin-4-amine C(C)N1C=C(C2=C1N=CN=C2N)C#C